NC1=C(C=C(C=N1)NC(C(=O)N1[C@H](CN([C@@H](C1)C)C(C(C)C)=O)C1=CC(=C(C=C1)F)F)=O)C N-(6-amino-5-methylpyridin-3-yl)-2-((2S,5R)-2-(3,4-difluorophenyl)-4-isobutyryl-5-methylpiperazin-1-yl)-2-oxoacetamide